4-[1-[(Dimethylamino)methyl]-bicyclo[1.1.1]pentanyl]phenol CN(C)CC12C(C(C1)C2)C2=CC=C(C=C2)O